(E)-4-chloro-N-(4-(8-(4-chloro-6-ethyl-1,2-dimethyl-1H-benzo[d]imidazol-5-yl)indolizine-3-carbonyl)-2,6-difluorophenyl)but-2-enamide ClC/C=C/C(=O)NC1=C(C=C(C=C1F)C(=O)C1=CC=C2C(=CC=CN12)C1=C(C2=C(N(C(=N2)C)C)C=C1CC)Cl)F